C(C)(C)OC1=CC=C(C=N1)C1=CC2=C(N=C3COCC(N32)C3=CC=CC=C3)C=C1 7-(6-isopropoxypyridin-3-yl)-4-phenyl-3,4-dihydro-1H-benzo[4,5]imidazo[2,1-c][1,4]oxazine